N1(C=NC=C1)C1=CC=C(CN(CCC2=CC=C(C=C2)NC(=O)C2=C(C=C(C(=C2)OC)OC)NC(=O)C=2OC3=CC=CC=C3C(C2)=O)C2CCCCC2)C=C1 N-(2-((4-(2-((4-(1H-Imidazol-1-yl)benzyl)(cyclohexyl)amino)ethyl)phenyl)carbamoyl)-4,5-dimethoxyphenyl)-4-oxo-4H-chromene-2-carboxamide